(6-chloro-1-((S)-2-methylazetidin-1-yl)-2,7-naphthyridin-4-yl)propan-1-ol ClC=1C=C2C(=CN=C(C2=CN1)N1[C@H](CC1)C)C(CC)O